C(N)(OCCC[C@H](N1C(C2=CC=CC=C2C1=O)=O)C=1OC(=NN1)C1=CC=C(C=C1)Cl)=O (S)-(4-(5-(4-chlorophenyl)-1,3,4-oxadiazol-2-yl)-4-(1,3-dioxoisoindolin-2-yl) butyl) carbamate